3-CYCLOPROPYL-3-OXOPROPANAL C1(CC1)C(CC=O)=O